4-iodo-2-(6-Azaspiro[2.5]octane-6-yl)benzohydrazide IC1=CC(=C(C(=O)NN)C=C1)N1CCC2(CC2)CC1